ClC=1C(C=2C=CN=CC2C(C1Cl)=O)=O 6,7-dichloroisoquinoline-5,8-dione